BrC1(C(OC1)C)Br 3,3-dibromo-methyl-oxetane